BrC=1C=C(NC2(CCC3(C(CC4=CC=C(C=C34)OC)(C)C)CC2)C(=O)O)C=CC1 (1s,4s)-4-(3-bromoanilino)-6'-methoxy-2',2'-dimethyl-2',3'-dihydrospiro[cyclohexane-1,1'-indene]-4-carboxylic acid